N-methoxy-N-methyl-4-(4-(trifluoromethyl)phenyl)pyrrolidine-2-carboxamide CON(C(=O)C1NCC(C1)C1=CC=C(C=C1)C(F)(F)F)C